3'-(hydroxymethyl)-N-methyl-1',2',3',6'-tetrahydro-[3,4'-bipyridine]-6-carboxamide OCC1CNCC=C1C=1C=NC(=CC1)C(=O)NC